CC1=CC2=C(S1(=O)=O)C=CC(=C2)NC(C)=O N-(2-methyl-1,1-dioxidobenzo[b]thiophen-5-yl)acetamide